BrC1=CC(=CC=2C(NCC(OC21)C)=O)CO[Si](C2=CC=CC=C2)(C2=CC=CC=C2)C(C)(C)C 9-Bromo-7-(((tert-butyldiphenylsilyl)oxy)methyl)-2-methyl-3,4-dihydrobenzo[f][1,4]oxazepin-5(2H)-one